2-(4-(5-cyano-6-methoxynicotinoyl)-3,3-dimethylpiperazin-1-yl)-N-(5-(4-fluorophenoxy)pyridin-2-yl)propanamide C(#N)C=1C(=NC=C(C(=O)N2C(CN(CC2)C(C(=O)NC2=NC=C(C=C2)OC2=CC=C(C=C2)F)C)(C)C)C1)OC